2-(1-cyclopropylethyl)-6-(1-(ethylsulfonyl)propyl)phenol C1(CC1)C(C)C1=C(C(=CC=C1)C(CC)S(=O)(=O)CC)O